(3R)-3-(3-{1H,2H,3H-benzo[b]pyrrolizin-9-yl}-1,2,4-oxadiazol-5-yl)-1-azabicyclo[2.2.2]octane C1CCN2C3=C(C(=C12)C1=NOC(=N1)[C@H]1CN2CCC1CC2)C=CC=C3